1-Pyridin-3-yl-1H-[1,2,3]triazole-4-carboxylic acid {2-[3-(2-chloro-phenoxy)-pyrrolidin-1-yl]-2-oxoethyl}-amide ClC1=C(OC2CN(CC2)C(CNC(=O)C=2N=NN(C2)C=2C=NC=CC2)=O)C=CC=C1